N-((1-benzylcyclobutyl)methyl)-6-oxo-1,6-dihydropyrimidine-2-carboxamide C(C1=CC=CC=C1)C1(CCC1)CNC(=O)C=1NC(C=CN1)=O